[Br-].C(CCC)[P+](CC(=O)NC1=C(C=CC=C1C)C)(CCCC)CCCC tributyl-(2-((2,6-dimethylphenyl)amino)-2-oxoethyl)phosphonium bromide